6-Fluoro-3H-spiro[furo[2,3-b]pyridine-2,3'-pyrrolidine]-1'-carboxylate FC1=CC=C2C(=N1)OC1(CN(CC1)C(=O)[O-])C2